ClC1=C(C=CC(=C1)F)C1(CC1)/C(/N)=N/OC(=O)C1=NN(C(=C1)C(F)(F)F)C (Z)-1-(2-chloro-4-fluorophenyl)-N'-((1-methyl-5-(trifluoromethyl)-1H-pyrazole-3-carbonyl)oxy)cyclopropane-1-carboximidamide